N-methyl-3-((3-(1-(pyridin-3-ylmethyl)-1H-pyrazol-3-yl)-[1,1'-biphenyl]-4-yl)amino)propanamide CNC(CCNC1=C(C=C(C=C1)C1=CC=CC=C1)C1=NN(C=C1)CC=1C=NC=CC1)=O